methylsulfonyl-[3-[rac-(1R)-3-(azetidin-1-yl)-1-[[rac-(6S)-6-tert-butyl-5,6,7,8-tetrahydrothieno[2,3-b]quinoline-2-carbonyl]amino]propyl]phenyl]azanide CS(=O)(=O)[N-]C1=CC(=CC=C1)[C@@H](CCN1CCC1)NC(=O)C1=CC=2C(=NC=3CC[C@@H](CC3C2)C(C)(C)C)S1 |r|